1,3-dioxoisoindoline-5-yl chloride O=C1NC(C2=CC(=CC=C12)Cl)=O